COC=1C=C2C(=CC(=NC2=CC1)NC1=CC(=C(C=C1)OC)NC(CCCC)=O)C(F)(F)F 6-methoxy-N-(3-pentanoylamino-4-methoxyphenyl)-4-trifluoromethylquinolin-2-amine